C1(=CC=CC=C1)C=1C=CC=C2C=CC(OC12)=O 8-Phenyl-chromenone